C(CCCCCCC(=O)OCCCCCCC(C(F)(F)F)(F)F)(=O)OCC(COC(CC12CC3CC(CC(C1)C3)C2)=O)COC(=O)OCCCN(CC)CC 1-(3-(2-((3r,5r,7r)-adamantan-1-yl)acetoxy)-2-((((3-(diethylamino)propoxy)carbonyl)oxy)methyl)propyl) 8-(7,7,8,8,8-pentafluorooctyl) Octanedioate